4,7-Dichloro-5-fluoro-1-benzofuran ClC1=C(C=C(C2=C1C=CO2)Cl)F